NCCCCCC(=O)N1CCN(CC1)C=1C=CC(=NC1)NC(=O)C1CCN(CC1)C1=CC(=C(C=C1)C#N)C(F)(F)F N-(5-(4-(6-aminohexanoyl)piperazin-1-yl)pyridin-2-yl)-1-(4-cyano-3-(trifluoromethyl)phenyl)piperidine-4-carboxamide